CONC(C1=CC=CC=C1)=O N-methoxy-benzamide